(3S,5S)-3,5-dimethylmorpholine hydrogen chloride salt Cl.C[C@@H]1N[C@H](COC1)C